C(#C)[C@@]1(C(N(C[C@@H]1C)C)=O)O |o1:6| (3S,4S*)-3-ethynyl-3-hydroxy-1,4-dimethylpyrrolidin-2-one